C(C=O)(=O)O[2H] glyoxylic acid-d